CN1C(C(=CC=2C(CCCC12)C)C(=O)O)=O 1,5-Dimethyl-2-oxo-5,6,7,8-tetrahydro-quinoline-3-carboxylic acid